N[C@@H](C(C)C)C(=O)OC(C(=O)O)CC (L-valyloxy)butyric acid